(R)-2-((1-(3-(7-azabicyclo[2.2.1]heptan-7-yl)-2-cyano-7-methylquinoxalin-5-yl)ethyl)amino)benzoic acid C12CCC(CC1)N2C=2C(=NC1=CC(=CC(=C1N2)[C@@H](C)NC2=C(C(=O)O)C=CC=C2)C)C#N